CC=1N=C2N(C=CC=C2C)C1C(=O)O 2,8-dimethylimidazo[1,2-a]pyridine-3-carboxylic acid